C(CC(=O)[O-])(=O)[O-] propanedioate